(R)-5-((1-(4-((3-chloro-4-(trifluoromethoxy)benzyl)amino)butoxy)propan-2-yl)oxy)benzo[c][2,6]naphthyridine-8-carboxylic acid ClC=1C=C(CNCCCCOC[C@@H](C)OC2=NC3=C(C4=CN=CC=C24)C=CC(=C3)C(=O)O)C=CC1OC(F)(F)F